ETHYL 4-(1-OXO-2-AZASPIRO[3.3]HEPTAN-2-YL)BENZOATE O=C1N(CC12CCC2)C2=CC=C(C(=O)OCC)C=C2